N-(1-(4-methoxyphenyl)cyclopropyl)pivaloamide COC1=CC=C(C=C1)C1(CC1)NC(C(C)(C)C)=O